5-(2-(3,5-difluoro-4-(3-(piperidin-1-yl)propyl)phenyl)-1H-pyrrolo[2,3-b]pyridin-4-yl)-1H-indazol FC=1C=C(C=C(C1CCCN1CCCCC1)F)C1=CC=2C(=NC=CC2C=2C=C3C=NNC3=CC2)N1